ClN1CCN(CC1)C1=CC=C(C=2OCCOC21)C 5-(4-chloropiperazin-1-yl)-8-methyl-2,3-dihydro-1,4-benzodioxine